IC1=C(C=CC=C1)NC(C1=CC(=C(C=C1)OC)OC)=O N-(2-iodophenyl)-3,4-dimethoxybenzamide